[B].C(C(O)CC(=O)O)(=O)O.C(C(O)CC(=O)O)(=O)O dimalic acid boron